(S)-(7-bromo-4-((3-(difluoromethoxy)-5-(trifluoromethyl)pyridin-2-yl)amino)chroman-4-yl)methanol BrC1=CC=C2[C@](CCOC2=C1)(NC1=NC=C(C=C1OC(F)F)C(F)(F)F)CO